4,9-dihydroxyperylene-3,10-quinone OC1=C2C(C=CC3=C4C=CC(C=5C(=CC=C(C(C=C1)=C23)C54)O)=O)=O